[N+](=O)([O-])C=1C=C(C=CC1N[C@@H](CSC1=CC=CC=C1)CCN1CCCCC1)S(=O)(=O)N (R)-3-nitro-4-((1-(phenylthio)-4-(piperidin-1-yl)butan-2-yl)amino)benzenesulfonamide